1,3-dimethyl-1,3-diazinane-2,4,6-trione CN1C(N(C(CC1=O)=O)C)=O